rac-(1S*,2S*)-2-(5-chloro-3-cyanothiophen-2-yl)-N-(4-(((6-cyclopropyl-imidazo[1,2-a]pyridin-2-yl)methyl)amino)pyridin-2-yl)cyclopropane-1-carboxamide ClC1=CC(=C(S1)[C@@H]1[C@H](C1)C(=O)NC1=NC=CC(=C1)NCC=1N=C2N(C=C(C=C2)C2CC2)C1)C#N |r|